B([O-])(O)O.IC1=C(C(C(=O)O)=CC=C1)OBr.[Na+] Sodium Iodobromosalicylate Borate